C(C)(C)(C)OC(N(C)C1CCN(CC1)C1=CC=C(C=C1)N)=O tert-butyl-N-[1-(4-aminophenyl)-4-piperidinyl]-N-methyl-carbamic acid